(R)-3-methylpyrrolidin-3-yl ((S)-1-(3-(2-cyclopropoxypyridin-3-yl)pyrazolo[1,5-a]pyrimidin-5-yl)pyrrolidin-3-yl)carbamate C1(CC1)OC1=NC=CC=C1C=1C=NN2C1N=C(C=C2)N2C[C@H](CC2)NC(O[C@]2(CNCC2)C)=O